[Cl-].C(C[NH3+])[NH3+].[Cl-] ethane-1,2-diaminium chloride